C(C)OC[C@@]1(CN(CC1)CC=1C=NC=CC1)CCC1=CC(=CC=C1)C (S)-3-((3-(ethoxymethyl)-3-(3-methylphenethyl)pyrrolidin-1-yl)methyl)pyridine